C(C)(=O)N1C(CCCC1)C#CC=1C=CC(=CC1)N1C[C@@H](N(CC1)C)C 5-((1-acetylpiperidin-2-yl)ethynyl)-2-((S)-3,4-dimethylpiperazin-1-yl)benzene